2-(3-((2-methoxy-4-(methylsulfonyl)phenyl)amino)prop-1-yn-1-yl)-1-(2,2,2-trifluoroethyl)-1H-indol-4-amine COC1=C(C=CC(=C1)S(=O)(=O)C)NCC#CC=1N(C=2C=CC=C(C2C1)N)CC(F)(F)F